1-(2,4-Dihydroxy-6-methoxyphenyl)-3-(4-methoxyphenyl)prop-2-en-1-one OC1=C(C(=CC(=C1)O)OC)C(C=CC1=CC=C(C=C1)OC)=O